propyltrimethylammonium hexyl-carbonate C(CCCCC)OC([O-])=O.C(CC)[N+](C)(C)C